C(#N)C=1C=NN2C1C(=CC(=C2)C=2C=NN(C2C)C2CCN(CC2)C(=O)OC(C)(C)C)OS(=O)(=O)C(F)(F)F tert-Butyl 4-[4-[3-cyano-4-(trifluoromethylsulfonyloxy) pyrazolo[1,5-a]pyridin-6-yl]-5-methyl-pyrazol-1-yl]piperidine-1-carboxylate